C(C)(C)(C)OC(=O)N1CC(CC1)C=1NC(C2=C(N1)N(C=C2)CC2=CC=C(C=C2)OC)=O 3-(7-(4-Methoxybenzyl)-4-oxo-4,7-dihydro-3H-pyrrolo[2,3-d]pyrimidin-2-yl)pyrrolidine-1-carboxylic acid tert-butyl ester